C(C1=CC=CC=C1)OC(=O)N1CCCCC(C1)F benzyl-6-fluoroazacycloheptane-1-carboxylate